C[C@H]1CN(C[C@@H](O1)C)C=1C=2N(C=C(C1)S(=O)(=O)N(COCC[Si](C)(C)C)C1(COC1)C)C(=NC2)CO 8-((2s,6s)-2,6-dimethylmorpholinyl)-3-(hydroxymethyl)-N-(3-methyloxetan-3-yl)-N-[(2-(trimethylsilyl)ethoxy)methyl]imidazo[1,5-a]pyridine-6-sulfonamide